C1(=CC=CC=C1)C1NC1 2-phenylazacyclopropane